2,6,10-Trimethyl-9-undecenal CC(C=O)CCCC(CCC=C(C)C)C